FC(C(=O)O)(F)F.ClC=1C(=NN(C1)CC)CSC=1NC(C2=C(N1)CCC2)=O 2-{[(4-chloro-1-ethylpyrazol-3-yl)methyl]sulfanyl}-3H,5H,6H,7H-cyclopenta[d]pyrimidin-4-one trifluoroacetate salt